Cl.N1=CC=C(C=C1)C1=CC=C2N=C3CCCCC3=C(C2=C1)N1CC(CC1)N 1-[7-(pyridin-4-yl)-1,2,3,4-tetrahydroacridin-9-yl]pyrrolidin-3-amine hydrochloride